chloro(1,5-cyclooctadiene) copper (I) [Cu+].ClC1=CCCC=CCC1